methyl 2-((1H-benzo[d]imidazol-2-yl) amino)-1-methyl-1H-benzo[d]imidazole-5-carboxylate N1C(=NC2=C1C=CC=C2)NC2=NC1=C(N2C)C=CC(=C1)C(=O)OC